IN1N=C(C=C1C(=O)[O-])C1CC2(CC2)C1 iodo-3-(spiro[2.3]hexan-5-yl)-1H-pyrazole-5-carboxylate